N(/O)=C(/CCC#N)\C1=CC=CC=C1 (E)-4-oximino-4-phenylbutyronitrile